Cl.CS(=O)(=O)N1CC2=CC=C(C=C2CC1)C(=O)C1CNCCC1 (2-(methylsulfonyl)-1,2,3,4-tetrahydroisoquinolin-6-yl)(piperidin-3-yl)methanone hydrochloride